FC(C1=CC=C2C(=CNC2=C1F)S(=O)(=O)Cl)F 6-(difluoromethyl)-7-fluoro-1H-indole-3-sulfonyl chloride